CC1=CC(C=CC1(C1=CC=CC=C1)C)=NO 3,4-dimethyl-4-phenyl-2,5-cyclohexadienone oxime